NC1=C(C(=NC=2N1N=C(C2CC)C)NCCC=2C(N(C=CC2)CCN)=O)C#N 7-amino-5-((2-(1-(2-aminoethyl)-2-oxo-1,2-dihydropyridin-3-yl)ethyl)amino)-3-ethyl-2-methylpyrazolo[1,5-a]pyrimidine-6-carbonitrile